4-(2-Amino-2-methylpropanoyl)-N-(1-(4-((1-amino-6-azaspiro[2.5]octan-6-yl)methyl)phenyl)-2-oxo-1,2-dihydropyrimidin-4-yl)piperazine-1-carboxamide Hydrochloride Salt Cl.NC(C(=O)N1CCN(CC1)C(=O)NC1=NC(N(C=C1)C1=CC=C(C=C1)CN1CCC2(CC2N)CC1)=O)(C)C